2-(4'-bromo-[1,1'-biphenyl]-4-yl)dibenzo[b,d]thiophene BrC1=CC=C(C=C1)C1=CC=C(C=C1)C1=CC2=C(SC3=C2C=CC=C3)C=C1